C1CCC2=C(C=3CCCC3C=C12)NC(=O)NS(=O)(=O)C=1C=CC2=C(\C(\C3CCC2CC3)=N/O)C1 (Z)-N-((1,2,3,5,6,7-hexahydro-s-indacen-4-yl)carbamoyl)-9-(hydroxyimino)-6,7,8,9-tetrahydro-5H-5,8-ethanobenzo[7]annulene-2-sulfonamide